O1CCOC12CCN(CC2)C2CCN(CC2)C2=CC(=C(C=C2CC)NC2=NC=C(C(=N2)NC=2C(=C1C=C(C(=NC1=CC2)C)F)P(C)C)Cl)OC (6-((2-((4-(4-(1,4-dioxa-8-azaspiro[4.5]decan-8-yl)piperidin-1-yl)-5-ethyl-2-methoxyphenyl)amino)-5-chloropyrimidin-4-yl)amino)-3-fluoro-2-methylquinolin-5-yl)dimethylphosphine